1-(2-oxopropyl)pyridine O=C(CN1CC=CC=C1)C